COC1=CC=C(C=C1)[C@H]1CCN(CCC1)C(=O)OC(C)(C)C |r| (rac)-tert-butyl 4-(4-methoxyphenyl)azepane-1-carboxylate